lithium bis(trifluoromethyl)sulfenamide FC(F)(F)N(S)C(F)(F)F.[Li]